C[C@@H]1CN(C[C@H](O1)C)C1=NN2C(N=CC=C2)=C1C(=O)O (2R,6R)-2,6-dimethylmorpholin-4-ylpyrazolo[1,5-a]pyrimidine-3-carboxylic acid